2-(4-chlorophenyl)-N-[4-(6-Chloropyridin-3-yl)-3-sulfamoylphenyl]Acetamide ClC1=CC=C(C=C1)CC(=O)NC1=CC(=C(C=C1)C=1C=NC(=CC1)Cl)S(N)(=O)=O